6-(2-chloro-6-fluorophenyl)-2-((2'-acetyl-2',3'-dihydro-1'H-spiro[cyclopropane-1,4'-isoquinolin]-7'-yl)amino)-8,9-dihydroimidazo[1,2-a]pyrimido[5,4-e]pyrimidin-5(6H)-one ClC1=C(C(=CC=C1)F)N1C=2N(C3=C(C1=O)C=NC(=N3)NC3=CC=C1C4(CN(CC1=C3)C(C)=O)CC4)CCN2